CN1[C@H](CCC1)COC1=CC(=CC(=C1)C(F)(F)F)[N+](=O)[O-] (R)-1-methyl-2-((3-nitro-5-(trifluoromethyl)phenoxy)methyl)pyrrolidine